CNC1CCN(C2(CC2)C1)C(=O)OC(C)(C)C tert-butyl 7-(methylamino)-4-azaspiro[2.5]octane-4-carboxylate